C(CCC)N(C1=CC=C(C=C1)C)CCCC N,N-dibutyl-4-toluidine